2-(9H-fluoren-9-yl-methoxycarbonyl-amino)propanoic acid C1=CC=CC=2C3=CC=CC=C3C(C12)N(C(C(=O)O)C)C(=O)OC